C(C)C1=NC=2C=CC=CC2C2=C1C(=NN2C2=CC(=C(C=C2)C)C)C2=CC=C(C=C2)Br ethyl-3-(4-bromophenyl)-1-(3,4-dimethylphenyl)-1H-pyrazolo[4,3-c]quinoline